carboxy(3,3-difluorocyclopentyl)methanaminium chloride [Cl-].C(=O)(O)C([NH3+])C1CC(CC1)(F)F